diphenoxyphosphoric acid O(C1=CC=CC=C1)OP(OOC1=CC=CC=C1)(O)=O